N[C@@H](CCCC)C(=O)N L-Norleucinamide